(R)-ethyl 1-(3-(5-(3-hydroxy-1-methyl-2-oxopyrrolidin-3-yl)isoxazol-3-yl)phenyl)-1H-indazole-3-carboxylate O[C@@]1(C(N(CC1)C)=O)C1=CC(=NO1)C=1C=C(C=CC1)N1N=C(C2=CC=CC=C12)C(=O)OCC